C1=CC(=C(C(=C1)Br)F)F difluorobromobenzene